C1C(CCC2CCCCC12)O decalin-2-ol